C(C)OC(=O)C1=CC=2CCCC(C2C(=C1O)[N+](=O)[O-])=O 3-hydroxy-4-nitro-5-oxo-5,6,7,8-tetrahydronaphthalene-2-carboxylic acid ethyl ester